FC=1N=C(SC1CN1[C@H](C[C@H](C1)OC1=NC=CC=C1F)C)NC(C)=O N-(4-fluoro-5-(((2S,4R)-4-((3-fluoropyridin-2-yl)oxy)-2-methylpyrrolidin-1-yl)methyl)thiazol-2-yl)acetamide